C12OCC(CC1)CC2 2-Oxabicyclo[2.2.2]octane